S-methyl 4-(dimethylamino)-4-methylpentynethioate CN(C(C#CC(SC)=O)(C)C)C